2-[[5-(4-chloro-2-fluoro-phenyl)-3-methyl-triazol-4-yl]methyl]-5-[3-[2-(trifluoromethyl)pyrimidin-4-yl]oxyazetidin-1-yl]pyridazin-3-one ClC1=CC(=C(C=C1)C1=C(N(N=N1)C)CN1N=CC(=CC1=O)N1CC(C1)OC1=NC(=NC=C1)C(F)(F)F)F